NC1=C(C#N)C(=CC(=C1)F)OC 2-amino-4-fluoro-6-methoxybenzonitrile